2,5-bis(4-methoxybenzoyl)furan ethyl-1-(6-{[4-ethyl-5-(4-fluorophenyl)-1-methyl-1H-pyrazol-3-yl]amino}pyrimidin-4-yl)-5-methyl-1H-pyrazole-3-carboxylate C(C)OC(=O)C1=NN(C(=C1)C)C1=NC=NC(=C1)NC1=NN(C(=C1CC)C1=CC=C(C=C1)F)C.COC1=CC=C(C(=O)C=2OC(=CC2)C(C2=CC=C(C=C2)OC)=O)C=C1